2-({4-[5-(trifluoromethyl)-1,2,4-oxadiazol-3-yl]benzyl}oxy)pyrimidine FC(C1=NC(=NO1)C1=CC=C(COC2=NC=CC=N2)C=C1)(F)F